BrC1=C(N=C(S1)C=1C=NC=C(C1)Cl)C 3-(5-bromo-4-methyl-1,3-thiazol-2-yl)-5-chloropyridine